tert-butyl (R)-3-((3-cyclopropyl-8-fluoro-4-oxo-3,4-dihydroquinazolin-6-yl)amino)-3-(2,3-dichloro-6-fluorophenyl)pyrrolidine-1-carboxylate C1(CC1)N1C=NC2=C(C=C(C=C2C1=O)N[C@@]1(CN(CC1)C(=O)OC(C)(C)C)C1=C(C(=CC=C1F)Cl)Cl)F